tert-butyl N-[6-[(2S)-2-allylpyrrolidin-1-yl]-2-[(2-benzyloxyhex-5-enoylamino)carbamoyl]-5-(trifluoromethyl)-3-pyridyl]carbamate C(C=C)[C@H]1N(CCC1)C1=C(C=C(C(=N1)C(NNC(C(CCC=C)OCC1=CC=CC=C1)=O)=O)NC(OC(C)(C)C)=O)C(F)(F)F